(3-(4-(2-aminophenyl)piperazin-1-yl)-6-(2,3-dichlorophenyl)-5-methylpyrazin-2-yl)methanol NC1=C(C=CC=C1)N1CCN(CC1)C=1C(=NC(=C(N1)C)C1=C(C(=CC=C1)Cl)Cl)CO